ONCC(=O)[O-] (hydroxyamino)acetate